4-((6-chloro-7-((2-(N-methylmethylsulfonamido)pyridine-3-yl)methyl)-7H-pyrrolo[2,3-d]pyrimidin-2-yl)amino)-N-methylbenzamide ClC1=CC2=C(N=C(N=C2)NC2=CC=C(C(=O)NC)C=C2)N1CC=1C(=NC=CC1)N(S(=O)(=O)C)C